4-fluoro-1-isobutyl-N-(6-(5-methyl-1,3,4-oxadiazol-2-yl)isoquinolin-3-yl)piperidine-4-carboxamide FC1(CCN(CC1)CC(C)C)C(=O)NC=1N=CC2=CC=C(C=C2C1)C=1OC(=NN1)C